ClC1=C2C(=NC=C1)NC(=C2C=2C=CC(=C(C2)NC(C#C)=O)C)C2=CC=C(C=C2)N2CCN(CC2)C N-(5-(4-chloro-2-(4-(4-methylpiperazin-1-yl)phenyl)-1H-pyrrolo[2,3-b]pyridin-3-yl)-2-methylphenyl)propiolamide